toluidinol N(C=1C(=CC=CC1)C)O